cyclohexyl 2,2-dimethyl-propyl ether CC(COC1CCCCC1)(C)C